O=C1NC(CCC1N1C(C2=CC=C(C=C2C1)C1CCN(CC1)CC(=O)OC(C)(C)C)=O)=O tert-butyl 2-(4-(2-(2,6-dioxopiperidin-3-yl)-1-oxoisoindolin-5-yl)piperidin-1-yl)acetate